(R)-(3-fluoro-2-methoxy-5-(1-methoxypropan-2-yl)phenyl)boronic acid FC=1C(=C(C=C(C1)[C@H](COC)C)B(O)O)OC